C(C)OC(=O)C=1N=CC=2CNCC(C2C1)C1CCCC1 5-cyclopentyl-5,6,7,8-tetrahydro-2,7-naphthyridine-3-carboxylic acid ethyl ester